cyclohexyl-benzoimidazoline C1(CCCCC1)C=1NC2=C(N1)C=CC=C2